2-(5-(((1R,2S,3S,5S)-2-fluoro-1,5-dimethyl-9-azabicyclo[3.3.1]nonan-3-yl)(methyl)amino)pyrazin-2-yl)-5-(6-methoxypyridazin-4-yl)phenol F[C@@H]1[C@]2(CCC[C@@](C[C@@H]1N(C=1N=CC(=NC1)C1=C(C=C(C=C1)C1=CN=NC(=C1)OC)O)C)(N2)C)C